2-chloro-6-((trimethylsilyl)ethynyl)aniline ClC1=C(N)C(=CC=C1)C#C[Si](C)(C)C